C(C)(=O)N(C(C)=O)CCCCN N-Acetyl-N-(4-aminobutyl)-acetamide